4-(3,5-dimethoxy-pyridin-4-yl)aniline COC=1C=NC=C(C1C1=CC=C(N)C=C1)OC